ClC=1C(=C2C(=NC1)NC(=N2)C2=CC=C(C=C2)N2CCN(CC2)CCCOC)NC2CCN(CC2)CCOC 6-Chloro-N-[1-(2-methoxyethyl)piperidin-4-yl]-2-{4-[4-(3-methoxypropyl)piperazin-1-yl]phenyl}-3H-imidazo[4,5-b]pyridin-7-amine